N1N=CC2=C(C3=C(C=C12)C=CC=C3)C3=C(C=1N=C(N=C(C1C=N3)N3CC1(C(NC(N1)=O)=O)CCC3)OC[C@]31CCCN1C[C@@H](C3)F)F 7-(7-(1H-benzo[f]indazol-4-yl)-8-fluoro-2-(((2R,7aS)-2-fluorohexahydro-1H-pyrrolizin-7a-yl)methoxy)pyrido[4,3-d]pyrimidin-4-yl)-1,3,7-triazaspiro[4.5]decane-2,4-dione